5-ethyl-1,3-cyclohexadiene C(C)C1C=CC=CC1